C(C)(C)(C)C=1C=C2C(C=C(OC2=CC1)OCC(F)(F)F)=O 6-tert-butyl-2-(2,2,2-trifluoroethoxy)chromone